(6-((2,4-Dimethoxybenzyl)amino)-5-methoxypyrimidin-4-yl)-3-(dimethylamino)acrylic acid (Z)-methyl ester COC(\C(=C/N(C)C)\C1=NC=NC(=C1OC)NCC1=C(C=C(C=C1)OC)OC)=O